tert-butyl 2-(4-ethoxycarbonylphenyl)-2,7-diazaspiro[3.5]nonane-7-carboxylate C(C)OC(=O)C1=CC=C(C=C1)N1CC2(C1)CCN(CC2)C(=O)OC(C)(C)C